Tetrahydrofurfurylmethacrylat C(C1CCCO1)OC(C(=C)C)=O